C(C)OC1=NS(N=C1OCC)(=O)=O 3,4-Diethoxy-1,2,5-thiadiazole-1,1-dioxide